5-((3-((S)-3-(3-cyano-5-fluorophenyl)isoxazolidine-2-carbonyl)cyclobutyl)amino)-2-fluorobenzonitrile C(#N)C=1C=C(C=C(C1)F)[C@H]1N(OCC1)C(=O)C1CC(C1)NC=1C=CC(=C(C#N)C1)F